3-bromo-5-methoxybenzaldehyde BrC=1C=C(C=O)C=C(C1)OC